C[C@@H](C(=O)N[C@H](CCC(=O)[O-])C(=O)[O-])NC(=O)[C@@H](C)O[C@@H]1[C@H]([C@H](O[C@@H]([C@H]1O)CO)OP(=O)([O-])OP(=O)([O-])OC[C@@H]2[C@H]([C@H]([C@@H](O2)N3C=CC(=O)NC3=O)O)O)NC(=O)C The molecule is a UDP-N-acetylmuramoyl-L-alanyl-D-glutamate(4-) in which the muramoyl fragment has alpha-configuration at its anomeric centre; major species at pH 7.3. It is a conjugate base of an UDP-N-acetyl-alpha-muramoyl-L-alanyl-D-glutamic acid.